3-((7-((S)-2-(1H-1,2,4-Triazol-5-yl)pyrrolidine-1-carbonyl)-10-hydroxy-7-azaspiro[4.5]decan-10-yl)methyl)-6-phenylpyrimidin-4(3H)-one N1N=CN=C1[C@H]1N(CCC1)C(=O)N1CC2(CCCC2)C(CC1)(O)CN1C=NC(=CC1=O)C1=CC=CC=C1